(1-phenethyl)-4-(5-(trifluoromethyl)-1,2,4-oxadiazol-3-yl)benzamide C(CC1=CC=CC=C1)C1(C(=O)N)CC=C(C=C1)C1=NOC(=N1)C(F)(F)F